C(C)(=O)N1CCC2(CC(C(N2)=O)CC(CO)NC([C@H](CC2CCCCC2)NC(=O)C=2NC3=CC=C(C=C3C2)Cl)=O)CC1 N-((2S)-1-((1-(8-acetyl-2-oxo-1,8-diazaspiro[4.5]decan-3-yl)-3-hydroxypropan-2-yl)amino)-3-cyclohexyl-1-oxopropan-2-yl)-5-chloro-1H-indole-2-carboxamide